NCC1CN(CC1)C1=C(C=NC=2NC3=C(C=C(C(=C3C21)C)F)NCC)C=2C=NC=C(C#N)C2 5-(4-(3-(Aminomethyl)pyrrolidin-1-yl)-8-(ethylamino)-6-fluoro-5-methyl-9H-pyrido[2,3-b]indol-3-yl)nicotinonitril